C1(CCCCC1)C#CC=1C=C2CCN3C(C2=CC1)=CC(=NC3=O)OCC3OCCOC3 9-Cyclohexylethynyl-2-([1,4]dioxan-2-ylmethoxy)-6,7-dihydro-pyrimido[6,1-a]isoquinolin-4-one